((2-(((5S,8S,10aR)-3-acetyl-8-(methyl(phenyl)carbamoyl)-6-oxodecahydropyrrolo[1,2-a][1,5]diazocin-5-yl)carbamoyl)-1H-indol-5-yl)difluoromethyl)phosphonic acid C(C)(=O)N1CC[C@@H]2N(C([C@H](C1)NC(=O)C=1NC3=CC=C(C=C3C1)C(F)(F)P(O)(O)=O)=O)[C@@H](CC2)C(N(C2=CC=CC=C2)C)=O